ammonium diethylenetriamine pentamethylene phosphonate P1(OCCCCCO1)=O.NCCNCCN.[NH4+]